CN1N=CC=C1CN1N=CC(=C1)C1=CC=CC=C1 1-Methyl-5-[(4-phenylpyrazol-1-yl)methyl]pyrazole